OC(CS)CO 2,3-dihydroxypropanethiol